3-(N-Boc-4-piperidinyl)methoxybenzoic acid C(=O)(OC(C)(C)C)N1CCC(CC1)COC=1C=C(C(=O)O)C=CC1